C(#N)C=1C=NC2=CC(=C(C=C2C1NC1=CC(=C(C=C1)OC)OC)NC(=O)NC1CCSCC1)OCC 1-(3-cyano-4-((3,4-dimethoxyphenyl)amino)-7-ethoxyquinolin-6-yl)-3-(tetrahydro-2H-thiopyran-4-yl)urea